(2s,3aR,5s,6aS)-5-acetylamino-N-(5-chloro-4-(5-cyano-2,2-dimethyl-2,3-dihydro-1H-pyrrolizin-7-yl)pyridin-2-yl)octahydropentalene-2-carboxamide C(C)(=O)NC1C[C@H]2CC(C[C@H]2C1)C(=O)NC1=NC=C(C(=C1)C=1C=C(N2CC(CC12)(C)C)C#N)Cl